C(C)(C)(C)OC(=O)N1CC2(C1)CN(C2)C=2OC=CN2 6-(oxazol-2-yl)-2,6-diazaspiro[3.3]heptane-2-carboxylic acid tert-butyl ester